C(CC)SSC1=NC2=C(N1)C=CC=C2 2-(propyldisulfanyl)-1H-benzo[d]imidazole